BrC1=C(C=C(C=C1C)C1=CCCCN1)F 6-(4-bromo-3-fluoro-5-methylphenyl)-1,2,3,4-tetrahydropyridine